sodium methyl-oleoyl taurate NCCS(=O)(=O)OC(CCCCCCC\C=C/CCCCCCCCC)=O.[Na]